C(C)C1=C2C=CC=NC2=C(C=C1)NS(=O)(=O)C=1N(C=CN1)C N-(5-ethyl-quinolin-8-yl)-1-methyl-1H-imidazole-2-sulfonamide